FC(C1=C(C=C2CCCN(C2=C1)C1=NN(C2=C1CN(CC2)C(C)=O)C2CCN(CC2)CCCCO)C=2C=NN(C2)C)F 1-[3-[7-(difluoromethyl)-6-(1-methylpyrazol-4-yl)-3,4-dihydro-2H-quinolin-1-yl]-1-[1-(4-hydroxybutyl)-4-piperidyl]-6,7-dihydro-4H-pyrazolo[4,3-c]pyridin-5-yl]ethanone